4-((5-(1-(2,2-Difluoroethyl)-1H-benzo[d][1,2,3]triazol-6-yl)-4-methoxypyrrolo[2,1-f][1,2,4]triazin-2-yl)amino)bicyclo[2.2.1]heptan-1-ol FC(CN1N=NC2=C1C=C(C=C2)C=2C=CN1N=C(N=C(C12)OC)NC12CCC(CC1)(C2)O)F